(S)-3-[tert-butoxycarbonyl-(isopropyl)amino]-2-(4-chlorophenyl)propanoic acid C(C)(C)(C)OC(=O)N(C[C@@H](C(=O)O)C1=CC=C(C=C1)Cl)C(C)C